C1(CCC1)C=1C(=NN(C1NC(=O)[C@H]1C(C1)(F)F)C)C1(CCC1)C(F)(F)F (S)-N-(4-cyclobutyl-1-methyl-3-(1-(trifluoromethyl)cyclobutyl)-1H-pyrazol-5-yl)-2,2-difluoro-cyclopropane-1-carboxamide